FC([C@@H]1[C@](CN(CC1)C)(CC)CO)F |r| ((±)-(3S,4S)-4-(Difluoromethyl)-3-ethyl-1-methylpiperidin-3-yl)methanol